BrC=1C=C2C(N(C(=NC2=C(C1)C(C)NC1=C(C(=O)OC)C=CC=C1)N1CCOCC1)C)=O methyl 2-((1-(6-bromo-3-methyl-2-morpholino-4-oxo-3,4-dihydroquinazolin-8-yl)ethyl)amino)benzoate